C(C)(C)(C)OC(=O)N1CCC(CC1)N(C=1N=CC(=NC1)C(=O)OC)C methyl 5-((1-(tert-butoxycarbonyl)piperidin-4-yl)(methyl)amino)pyrazine-2-carboxylate